N-(3,4-difluoro-5-(6-(((3aR,5s,6aS)-2-((tetrahydro-2H-pyran-4-yl)methyl)octahydrocyclopenta[c]pyrrol-5-yl)amino)pyridazin-3-yl)phenyl)-3,3-difluorocyclobutane-1-carboxamide FC=1C=C(C=C(C1F)C=1N=NC(=CC1)NC1C[C@@H]2[C@@H](CN(C2)CC2CCOCC2)C1)NC(=O)C1CC(C1)(F)F